FC(C(=O)O)(F)F.NC1=NN2C(N=CC=C2)=C1C(=O)NC(C)C=1C=C(C=2N(C1N1CCS(CCC1)(=O)=O)N=CC2Cl)Cl 2-Amino-N-{1-[3,4-dichloro-7-(1,1-dioxido-1,4-thiazepan-4-yl)pyrazolo[1,5-a]pyridin-6-yl]ethyl}pyrazolo[1,5-a]pyrimidine-3-carboxamide trifluoroacetate